(S)-5-bromo-2-(3-(6-chloroquinolin-2-yloxy)pyrrolidin-1-yl)benzonitrile BrC=1C=CC(=C(C#N)C1)N1C[C@H](CC1)OC1=NC2=CC=C(C=C2C=C1)Cl